O1COC2=C1C=CC(=C2)C2(CC2)C(=O)O 1-(benzo[D][1,3]dioxol-5-yl)cyclopropane-1-carboxylic acid